FC=1C=C(C=C(C1C=1C=C2C(=CN1)N(N=C2C=2C=NN(C2)C)COCC[Si](C)(C)C)C)C(C)=O 1-(3-fluoro-5-methyl-4-(3-(1-methyl-1H-pyrazol-4-yl)-1-((2-(trimethylsilyl)ethoxy)methyl)-1H-pyrazolo[3,4-c]pyridin-5-yl)phenyl)ethan-1-one